1,5-difluoro-3,4-xylene FC1=CC(=C(C(=C1)F)C)C